ClC=1C(=CC2=C(N(C[C@H](N(S2(=O)=O)C)C2CCC2)C2=CC=CC=C2)C1)C=1C=CC(=C(C(=O)O)C1)F (R)-5-(7-chloro-3-cyclobutyl-2-methyl-1,1-dioxido-5-phenyl-2,3,4,5-tetrahydrobenzo[f][1,2,5]thiadiazepin-8-yl)-2-fluorobenzoic acid